CN1N=NC(=C1C=1C=C2C(=NC1)C1=C(N2C(C2CCOCC2)C2=CC=CC=C2)C=C(N1C)C(C)(C)O)C 2-(6-(1,4-dimethyl-1H-1,2,3-triazol-5-yl)-1-methyl-4-(phenyl-(tetrahydro-2H-pyran-4-yl)methyl)-1,4-dihydropyrrolo[2',3':4,5]pyrrolo[3,2-b]pyridin-2-yl)propan-2-ol